COC1=NC=CC(=C1OC)CN1C[C@@H](NCC1)C1=C(C=CC=C1)OC(C)C (S)-1-((2,3-dimethoxypyridin-4-yl)methyl)-3-(2-isopropoxyphenyl)piperazine